6'-(Diethylamino)-3-oxo-spiro[isobenzofuran-1(3H),9-[9H]xanthene]-2'-carboxylic acid ethyl ester C(C)OC(=O)C1=CC=2C3(C4=CC=C(C=C4OC2C=C1)N(CC)CC)OC(C1=CC=CC=C13)=O